FC(C(=O)O)(F)F.N[C@@H](C)C(=O)OCN1C(N(N=C(C1=O)C#N)C1=CC(=C(C(=C1)Cl)OC1=NNC(C(=C1)C(C)C)=O)Cl)=O (6-cyano-2-(3,5-dichloro-4-((5-isopropyl-6-oxo-1,6-dihydropyridazin-3-yl)oxy)phenyl)-3,5-dioxo-2,5-dihydro-1,2,4-triazin-4(3H)-yl)methyl L-alaninate trifluoroacetate